The molecule is a methyl-branched fatty acid anion that is the conjugate base of 12-methyloctadecanoic acid, obtained by deprotonation of the carboxy group; major species at pH 7.3. It is a methyl-branched fatty acid anion, a long-chain fatty acid anion and a fatty acid anion 19:0. It is a conjugate base of a 12-methyloctadecanoic acid. CCCCCCC(C)CCCCCCCCCCC(=O)[O-]